NC1=NC=CC(=C1F)CN1C(OC2=C(C=CC(=C2)OC=2N=NC=CC2)C12CCC2)=O 3-((2-amino-3-fluoropyridin-4-yl)methyl)-7-(pyridazin-3-yloxy)spiro[benzo[e][1,3]oxazine-4,1'-cyclobutan]-2(3H)-one